2,N-dicyclohexyl-2-[2-(1,3-dioxo-2,3-dihydro-1H-isoindol-5-yl)-benzimidazol-1-yl]-acetamide hydrogen chloride Cl.C1(CCCCC1)C(C(=O)NC1CCCCC1)N1C(=NC2=C1C=CC=C2)C=2C=C1C(NC(C1=CC2)=O)=O